N(=[N+]=[N-])CCOCCOCCOCCOCCOCCOCCOCCOCCC(=O)O 1-azido-3,6,9,12,15,18,21,24-octaoxaheptacosan-27-oic acid